C(=C)C=1C=CC(=NC1)C1=NC=C(C=C1)C=C 5,5'-divinyl-2,2'-bipyridyl